BrC1=CN=C(N(C1=O)[C@@H](C(=O)OC)C)SC Methyl (R)-2-(5-bromo-2-(methylthio)-6-oxopyrimidin-1(6H)-yl)propanoate